4-hydroxy-1-naphthyldimethyl-sulfonium triflate [O-]S(=O)(=O)C(F)(F)F.OC1=CC=C(C2=CC=CC=C12)[S+](C)C